2,6-di-tert-butyl-4-allyl-phenol C(C)(C)(C)C1=C(C(=CC(=C1)CC=C)C(C)(C)C)O